4-{[4-(4,4-dimethyl-2,5-dioxo-1-imidazolidinyl)phenyl]oxy}-2-(ethyloxy)benzonitrile CC1(NC(N(C1=O)C1=CC=C(C=C1)OC1=CC(=C(C#N)C=C1)OCC)=O)C